C(C1=CC=CC=C1)N1C(C(CC2=CC=C(C=C12)C)C)=O 1-benzyl-3,7-dimethyl-3,4-dihydro-quinolin-2(1H)-one